Cl.[C@H]12CNC[C@H](CC1)N2C2=CC=C(C=N2)N2N=CC=1C2=NN2C1C=CC(=C2)OCC (6-((1R,5S)-3,8-diazabicyclo[3.2.1]oct-8-yl)pyridin-3-yl)-6-ethoxy-1H-pyrazolo[3',4':3,4]pyrazolo[1,5-a]pyridine hydrochloride